C12(CC(C1)C2)C2=CC=C(OP(=O)(OC1=C(C(=C(C(=C1F)F)F)F)F)N[C@@H](C)C(=O)OCC)C=C2 ethyl ((4-(bicyclo[1.1.1]pentan-1-yl)phenoxy)(perfluorophenoxy)phosphoryl)-L-alaninate